C[C@H]1CC[C@@H]([C@H](C1)O)C(C)C The molecule is a p-menthan-3-ol which has (1S,2R,5S)-stereochemistry. In contrast to (-)-menthol, the (+)-enantiomer occurs only rarely in nature. It is an enantiomer of a (-)-menthol.